3,3-difluoro-1-methylcyclobutane FC1(CC(C1)C)F